BrC1=CC=C2C=C(N(C2=C1)C)C(=O)OCC ethyl 6-bromo-1-methyl-indole-2-carboxylate